(Z)-N'-ethoxy-6-(4-methyl-5-phenyl-2H-1,2,3-triazol-2-yl)-5-(N-methylsulfamoyl)methylpyridineamidine C(C)O\N=C(/N)\C1=NC(=C(C=C1)CS(NC)(=O)=O)N1N=C(C(=N1)C)C1=CC=CC=C1